F[C@H]1C[C@H](N2N=C(N=C21)S(=O)(=O)[C@@H]2[C@H](C2)C#N)C2=CC=CC=C2 (1r,2s)-2-[[(5s,7s)-7-fluoro-5-phenyl-6,7-dihydro-5H-pyrrolo[1,2-b][1,2,4]triazol-2-yl]sulfonyl]cyclopropanecarbonitrile